COC1=CC=C(CN(S(=O)(=O)C2=C(C=CC(=C2C=2N=NN(N2)CC2=CC=C(C=C2)OC)I)S(=O)(=O)NC[C@H](CNC(OC(C)(C)C)=O)NC(OC(C)(C)C)=O)CC2=CC=C(C=C2)OC)C=C1 (S)-di-tert-butyl (3-(2-(N,N-bis(4-methoxybenzyl)sulfamoyl)-4-iodo-3-(2-(4-methoxy benzyl)-2H-tetrazol-5-yl)phenylsulfonamido)propane-1,2-diyl)dicarbamate